6-dimethylhexylmethoxy-1,3-dimethylhexylmagnesium bromide CC(CCCCC)(C)COCCCC(CC(C)[Mg]Br)C